O(C#N)C1=CC=C(C=C1)C(C)C1=CC=C(C=C1)OC#N 1,1-bis(4-cyanatophenyl)ethane